N4-pentanoylcytosine C(CCCC)(=O)NC1=NC(NC=C1)=O